FC(C(=O)[O-])(F)F.C(CCCCCCCC)(=O)OCC(CC(=O)OC[C@@H]1[NH2+][C@H](C1)COC(CC(COC(CCCCCCCC)=O)COC(CCCCCCCC)=O)=O)COC(CCCCCCCC)=O (2R,4R)-2,4-bis(((4-(nonanoyloxy)-3-((nonanoyloxy)methyl)butanoyl)oxy)methyl)azetidin-1-ium trifluoroacetate